CN(CCOC(=O)OC(C(=O)OCCCCCCCOC(CCCCCCC(C)C)=O)CCC(=O)OCCCCCCCOC(CCCCCCC(C)C)=O)C Bis(7-((8-methylnonanoyl)oxy)heptyl) 2-(((2-(dimethylamino)ethoxy)carbonyl)oxy)pentanedioate